tert-butyl (2R)-4-aminomethyl-2,2-dimethyl-1,3-oxazolidine-3-carboxylate NCC1N(C(OC1)(C)C)C(=O)OC(C)(C)C